Cl.NC1=CC=C(C=C1)OC(=O)N1C=CC2=C1N=CN=C2 Pyrrolo[2,3-d]Pyrimidine-7-carboxylic acid (4-aminophenyl) ester hydrochloride